3-(dimethylamino)-1-[4-(3-(pyrrolidin-1-yl)propoxy)phenyl]propan-1-ol CN(CCC(O)C1=CC=C(C=C1)OCCCN1CCCC1)C